ClC1=C(C(=CC=C1)Cl)C(C)N1N=C(C(=C1)C=1C(=NOC1C=1OC=CC1)C(=O)N)C (1-(1-(2,6-dichlorophenyl)ethyl)-3-methyl-1H-pyrazol-4-yl)-5-(furan-2-yl)isoxazole-3-carboxamide